4-hydroxy-2-oxo-1H-1,5-naphthyridine-3-carboxylic acid ethyl ester C(C)OC(=O)C=1C(NC2=CC=CN=C2C1O)=O